N'-{1,4,7-triazacyclodecane-1,4-diylbis[methylene(2-hydroxy-5-methyl-3,1-phenylene)]}bis(2,3-dihydroxypropionamide) N1(CCN(CCNCCC1)CC=1C(=C(C=C(C1)C)C(C(=O)N)(CO)O)O)CC=1C(=C(C=C(C1)C)C(C(=O)N)(CO)O)O